C12(CC3CC(CC(C1)C3)C2)S(=O)(=O)Cl adamantanesulfonylchloride